tert-butyl 3-((3-cyano-5-(trifluoromethyl)phenyl)carbamoyl)-4,7-dihydrothieno[2,3-c]pyridine-6(5H)-carboxylate C(#N)C=1C=C(C=C(C1)C(F)(F)F)NC(=O)C1=CSC=2CN(CCC21)C(=O)OC(C)(C)C